N1(C=NC2=C1C=CC=C2)CC#CC2=NC=CC(=N2)N2CCN(CCC2)C=2C=C(N=NC2N)C2=C(C=CC=C2)O 2-(5-(4-(2-(3-(1H-benzo[d]imidazol-1-yl)prop-1-yn-1-yl)pyrimidin-4-yl)-1,4-diazepan-1-yl)-6-aminopyridazin-3-yl)phenol